N1N=CC(=C1)C1=CC=C(C=C1)NC1=NC(=NC=N1)C1=CC=C2C=C(N(C2=C1)C)C(=O)N1CC(C1)(F)F (6-(4-((4-(1H-pyrazol-4-yl)phenyl)amino)-1,3,5-triazin-2-yl)-1-methyl-1H-indol-2-yl)(3,3-difluoroazetidin-1-yl)methanone